methylenebis(phenyl-dimethylurea) C(N(C(=O)NC)CC1=CC=CC=C1)N(C(=O)NC)CC1=CC=CC=C1